C1(=CC=CC=C1)C=1N=C2N(C=C(C=C2C2=CC=CC=C2)C2=C(C#N)C=CC=C2)C1 2-(2,8-diphenylimidazo[1,2-a]pyridin-6-yl)benzonitrile